COC(C(CCCC)C1=C(C=C(C=C1F)C=1C(=NC=CC1)OCC1=CC=C(C=C1)OC)F)=O 2,6-difluoro-4-[2-(4-methoxy-benzyloxy)-pyridin-3-yl]Phenyl-caproic acid methyl ester